N-(6-fluoro-2-oxo-4-phenyl-1,2-dihydroquinolin-3-yl)carbamic acid tert-butyl ester C(C)(C)(C)OC(NC=1C(NC2=CC=C(C=C2C1C1=CC=CC=C1)F)=O)=O